C(C)(C)(C)OC(=O)N1C2CN(CC1CC2)CC2=C(N=C1N2C=CC=N1)C1=CC=C(C=C1)Cl.BrC1=CC=C(C(=O)NNC(CCl)=O)C=C1 4-bromo-N'-(2-chloroacetyl)benzoyl-hydrazine tert-Butyl-3-{[2-(4-chlorophenyl)imidazo[1,2-a]pyrimidin-3-yl]methyl}-3,8-diazabicyclo[3.2.1]octane-8-carboxylate